2-(1-((1R,2R)-2-((2-(2,6-dioxopiperidin-3-yl)-1-oxoisoindolin-5-yl)oxy)cyclohexyl)azetidin-3-yl)-5-fluorobenzonitrile O=C1NC(CCC1N1C(C2=CC=C(C=C2C1)O[C@H]1[C@@H](CCCC1)N1CC(C1)C1=C(C#N)C=C(C=C1)F)=O)=O